C(C)(C)(C)C=1C=C(C=CC1)C=1NC2=CC=C(C(=C2C1)F)OCC(=O)O 2-[[2-(3-tert-butylphenyl)-4-fluoro-1H-indol-5-yl]oxy]acetic acid